C(C)(C)(C)OC(=O)NCC1=NOC(C1)(C(=O)OCC)CC1=CC=C(C=C1)Cl Ethyl 3-(((tert-butoxycarbonyl)amino)methyl)-5-(4-chlorobenzyl)-4,5-dihydroisoxazole-5-carboxylate